O1C(=NC=C1)C1=CC=C2C=C(C(NC2=C1)=O)C(=O)OC1=C(C(=C(C(=C1F)F)F)F)F perfluorophenyl 7-(oxazol-2-yl)-2-oxo-1,2-dihydroquinoline-3-carboxylate